P(=O)(O)(O)OC[C@@H]1[C@H]([C@H]([C@@H](O1)N1C=NC=2C(=O)NC(N)=NC12)O)N=[N+]=[N-] 3'-Azido-3'-deoxyguanosine-5'-monophosphate